5-[(benzyloxy)methyl]-1H,2H,3H,4H,5H-imidazo[4,5-d]pyridazine-2,4-dione C(C1=CC=CC=C1)OCN1N=CC2=C(C1=O)NC(N2)=O